(2-cyanophenyl)methyl-[2-[(2R,3R,4S,5S)-3,4,5-tris[(3,4-dimethoxyphenyl)methoxy]-6-(4-methoxyphenoxy)tetrahydropyran-2-yl]ethyl]phosphinic acid C(#N)C1=C(C=CC=C1)CP(O)(=O)CC[C@H]1OC([C@H]([C@H]([C@@H]1OCC1=CC(=C(C=C1)OC)OC)OCC1=CC(=C(C=C1)OC)OC)OCC1=CC(=C(C=C1)OC)OC)OC1=CC=C(C=C1)OC